ClC(C(F)(F)F)OC(F)F 2-chloro-2-(difluoromethoxy)-1,1,1-trifluoro-ethane